OC1=CC(=CC2=C1N(N=N2)C)C(CC(=O)OCC)C2=CC(=C(C=C2)C)CN2S(C1=C(O[C@@H](C2)C)C=CC=C1)(=O)=O ethyl 3-(7-hydroxy-1-methyl-1H-benzo[d][1,2,3]triazol-5-yl)-3-(4-methyl-3-(((R)-4-methyl-1,1-dioxido-3,4-dihydro-2H-benzo[b][1,4,5]oxathiazepin-2-yl)methyl) phenyl)propanoate